N[C@@H](CCC(=O)O)C(=O)N[C@@H](CC(C)C)C(=O)O L-Glutamyl-L-leucine